9,10-anthraquinone-1-sulfonate C1(=CC=CC=2C(C3=CC=CC=C3C(C12)=O)=O)S(=O)(=O)[O-]